CC1=NC2=CC=C(C=C2C(=C1C(=O)OCC)Cl)C ethyl 2,6-dimethyl-4-chloroquinoline-3-carboxylate